C(C)(C)(C)OC(=O)N1CCN(CC1)C1=NC=NC=2NC(CN(C12)C)=O 4-(5-methyl-7-oxo-5,6,7,8-tetrahydropteridin-4-yl)piperazine-1-carboxylic acid tert-butyl ester